C(C)C1=NC(=NC=C1C(=O)O[C@](CN1N=NN=C1)([C@@H](C)C1=CC(=NO1)C1=CC=C(C=C1)C#N)C1=C(C=C(C=C1)F)F)Cl (2R,3R)-3-(3-(4-cyanophenyl)isoxazol-5-yl)-2-(2,4-difluorophenyl)-1-(1H-tetrazol-1-yl)butan-2-ol ethyl-2-chloropyrimidine-5-carboxylate